ClC1=C(C=CC(=C1)OC1=NC=NC2=CC(=C(C=C12)OC)OCCCN1CCCC1)NC(=O)NC1=CC=C(C=C1)C(F)(F)F 1-(2-chloro-4-((6-methoxy-7-(3-(pyrrolidin-1-yl)propoxy)quinazolin-4-yl)oxy)phenyl)-3-(4-(trifluoromethyl)phenyl)urea